(S)-tert-butyl 3-(2-((5-(2-(1-(2-methoxyethyl)-1H-pyrazol-4-yl)pyrazolo[5,1-b]thiazole-7-carboxamido)-6-methylpyridin-3-yl)amino)-2-oxoethyl)pyrrolidine-1-carboxylate COCCN1N=CC(=C1)C1=CN2C(S1)=C(C=N2)C(=O)NC=2C=C(C=NC2C)NC(C[C@H]2CN(CC2)C(=O)OC(C)(C)C)=O